CS(=O)(=O)[O-].OC1=C(C=C(C=C1C)C1(CC[N+]2(CC1)CCCCC2)C2=CC(=C(C(=C2)C)O)C)C 3,3-bis(4-hydroxy-3,5-dimethylphenyl)-6-azaspiro[5.5]undecan-6-ium methanesulfonate